3-[5-(3-chloropropyl)-2-oxo-3H-benzimidazol-1-yl]piperidine-2,6-dione ClCCCC1=CC2=C(N(C(N2)=O)C2C(NC(CC2)=O)=O)C=C1